2-(2,6-difluorophenyl)-4-[[phenylsulfonyl]oxy]-5-amino-3(2H)-furanone FC1=C(C(=CC=C1)F)C1OC(=C(C1=O)OS(=O)(=O)C1=CC=CC=C1)N